C(C)OC(=O)C=1C(=NC(=C(C1OCC1=CC=CC=C1)I)C)Cl 4-benzyloxy-2-chloro-5-iodo-6-methyl-pyridine-3-carboxylic acid ethyl ester